ClC1=CC=C(C(=N1)C(=O)O)N[C@H](C)C1=C2N=C(C(=NC2=CC(=C1)C)C#N)N1CC2(CCC2O)CCC1 6-chloro-3-(((1R)-1-(2-cyano-3-(1-hydroxy-6-azaspiro[3.5]nonan-6-yl)-7-methylquinoxalin-5-yl)ethyl)amino)picolinic acid